COC=1C(=C2C(=NN(C2=CC1)COCC[Si](C)(C)C)C)NS(=O)(=O)C=1C=NN(C1)C1=NC=CC(=C1)C(F)(F)F N-(5-METHOXY-3-METHYL-1-((2-(TRIMETHYLSILYL)ETHOXY)METHYL)-1H-INDAZOL-4-YL)-1-(4-(TRIFLUOROMETHYL)PYRIDIN-2-YL)-1H-PYRAZOLE-4-SULFONAMIDE